4-fluoro-1-methoxy-2-(2-methoxyvinyl)benzene FC1=CC(=C(C=C1)OC)C=COC